(E)-N-2-phenylethylcinnamamide C1(=CC=CC=C1)CCNC(\C=C\C1=CC=CC=C1)=O